O=C1OCC(O1)N1C=CC2=CC(=CC=C12)C(=O)OC methyl 1-(2-oxo-1,3-dioxolan-4-yl)-1H-indole-5-carboxylate